NC1=CC(=NO1)CC1CN(CC1)C(=O)C1=CC(=C(C=C1)C(F)(F)F)Cl (3-((5-aminoisoxazol-3-yl)methyl)pyrrolidin-1-yl)(3-chloro-4-(trifluoromethyl)phenyl)methanone